2-fluoro-4-(4-methyl-2-oxoimidazolidin-1-yl)-N-(8-methylisoquinolin-1-yl)-N-((R)-piperidin-3-yl)benzamide hydrochloride salt Cl.FC1=C(C(=O)N([C@H]2CNCCC2)C2=NC=CC3=CC=CC(=C23)C)C=CC(=C1)N1C(NC(C1)C)=O